((3-fluoro-4'-isopropyl-[1,1'-biphenyl]-4-yl)oxy)-1H-1,2,3-triazole-4-carboxylic acid FC=1C=C(C=CC1ON1N=NC(=C1)C(=O)O)C1=CC=C(C=C1)C(C)C